BrC=1C=C(C=CC1)[C@H]1NC(OC1)=O (R)-4-m-bromophenyl-2-oxazolidinone